N1=CC=C(C=C1)NC(C)=O (E)-N-(pyridin-4-yl)acetamide